ClC1=CC2=C(N(C(N=C2N2C(CN(CC2)C(CCl)=O)C)=O)C=2C(=NC=CC2C)C(C)C)N=C1C1=C(C=CC=C1)F 6-chloro-4-(4-(2-chloroacetyl)-2-methylpiperazin-1-yl)-7-(2-fluorophenyl)-1-(2-isopropyl-4-methylpyridin-3-yl)pyrido[2,3-d]pyrimidin-2(1H)-one